1-(2-((8-(((1,1,1,3,3,3-Hexafluoropropan-2-yl)oxy)carbonyl)-1,8-diazaspiro[4.5]decan-1-yl)methyl)-5-(trifluoromethoxy)phenyl)piperidine-4-carboxylic acid FC(C(C(F)(F)F)OC(=O)N1CCC2(CCCN2CC2=C(C=C(C=C2)OC(F)(F)F)N2CCC(CC2)C(=O)O)CC1)(F)F